2-(2,6-dioxopiperidin-3-yl)-5-((3-(3-isopropyl-4-methylphenyl)ureido)methyl)-1-oxoisoindolin-4-yl (4-nitrophenyl) carbonate C(OC1=C2CN(C(C2=CC=C1CNC(=O)NC1=CC(=C(C=C1)C)C(C)C)=O)C1C(NC(CC1)=O)=O)(OC1=CC=C(C=C1)[N+](=O)[O-])=O